CN1N=C(C=C1)C=1C=C(C=CC1)C1=NC(=C2N=CN(C2=N1)CCO)N1CCOCC1 2-(2-(3-(1-methyl-1H-pyrazol-3-yl)phenyl)-6-morpholino-9H-purin-9-yl)ethan-1-ol